(2S,3S,4S)-tert-butyl 2-((6-bromopyridin-2-yl)carbamoyl)-4-fluoro-3-hydroxypyrrolidine-1-carboxylate BrC1=CC=CC(=N1)NC(=O)[C@H]1N(C[C@@H]([C@H]1O)F)C(=O)OC(C)(C)C